C1(CCCC1)CN1CCC(CC1)C=1C=C2C(=C(NC2=CC1)C1=CC(=NC(=C1)C)C)C(C)C 5-(1-(cyclopentylmethyl)piperidin-4-yl)-2-(2,6-dimethylpyridin-4-yl)-3-isopropyl-1H-indole